sulfhydryl-dodecane SCCCCCCCCCCCC